BrC1=CC2=C(C=C1)N1N(C(C(C1)(C)C)=O)C21C(N(C(C1)=O)C)=O 7-Bromo-1',2,2-trimethyl-2,3-dihydro-1H-spiro[pyrazolo[1,2-a]indazole-9,3'-pyrrolidine]-1,2',5'-trione